ClC=1C=CC(=C(C1)C1=CC(NC=C1OC)=O)OC(F)F 4-(5-chloro-2-(difluoromethoxy)phenyl)-5-methoxypyridin-2(1H)-one